N1C(C=CC=C1)C(=O)Cl (2H)-pyridinecarbonylchloride